1-imidazo[1,2-a]pyrimidin-6-yl-4-prop-2-enoyl-piperazin-2-one N=1C=CN2C1N=CC(=C2)N2C(CN(CC2)C(C=C)=O)=O